3-[(1R)-1-(4,4-diethyl-2-imino-6-oxo-hexahydropyrimidin-1-yl)butyl]-N-(2-hydroxy-2-methyl-indan-1-yl)benzamide C(C)C1(NC(N(C(C1)=O)[C@H](CCC)C=1C=C(C(=O)NC2C(CC3=CC=CC=C23)(C)O)C=CC1)=N)CC